(Ra)-2-(6-(1-([1,1'-Biphenyl]-4-ylmethyl)-4-(difluoromethoxy)-1H-indazole-7-carboxamido)spiro[3.3]heptan-2-yl)acetic acid C1(=CC=C(C=C1)CN1N=CC2=C(C=CC(=C12)C(=O)NC1CC2(CC(C2)CC(=O)O)C1)OC(F)F)C1=CC=CC=C1